CN(C=1C=C(C=C(C1)NC(=O)NCC1=CC2=C(C(N(C2)C2C(NC(CC2)=O)=O)=O)S1)C)C 1-(3-(dimethylamino)-5-tolyl)-3-((5-(2,6-dioxopiperidin-3-yl)-6-oxo-5,6-dihydro-4H-thieno[2,3-c]pyrrol-2-yl)methyl)urea